ClC1=C(N=C2N1C=CC(=C2)C(=O)NC2CC(C2)C(=O)OC)C2=C(C=CC=C2)C2=C(C=C(C=C2)F)F methyl 3-(3-chloro-2-(2',4'-difluoro-[1,1'-biphenyl]-2-yl)imidazo[1,2-a]pyridine-7-carboxamido)cyclobutanecarboxylate